NC=1C=NN(C1C=1C=NN2C1N(CC(C2)C)C(=O)OC(C)(C)C)CC2=CC=C(C=C2)OC tert-butyl 3-(4-amino-1-(4-methoxybenzyl)-1H-pyrazol-5-yl)-6-methyl-6,7-dihydropyrazolo[1,5-a]pyrimidine-4(5H)-carboxylate